2-[4-[2-(dimethylamino)ethoxy]anilino]-8-methyl-6-(5-methyl-3,4-dihydro-2H-quinoxalin-1-yl)pyrido[2,3-d]pyrimidin-7-one CN(CCOC1=CC=C(NC=2N=CC3=C(N2)N(C(C(=C3)N3CCNC2=C(C=CC=C32)C)=O)C)C=C1)C